2-[3-(3,5-dibromophenyl)ureido]-4-fluoro-N-(2-hydroxy-ethyl)benzamide BrC=1C=C(C=C(C1)Br)NC(NC1=C(C(=O)NCCO)C=CC(=C1)F)=O